C(#N)CC1N(CCN(C1)C=1C2=C(N=C(N1)SC)CNCC2)C(=O)OC(C)(C)C tert-butyl 2-(cyanomethyl)-4-(2-methylsulfanyl-5,6,7,8-tetrahydropyrido[3,4-d]pyrimidin-4-yl)piperazine-1-carboxylate